C(#N)C=1C=C(C=CC1)N1CC(CC1=O)NC(CC1=C(C=CC(=C1)Cl)Cl)=O N-[1-(3-cyanophenyl)-5-oxopyrrolidin-3-yl]-2-(2,5-dichlorophenyl)acetamid